CC1=C2C=CN(C(C2=C(C=C1)NC=1C=C2C=NN(C2=CC1)C)=O)CC(=O)NCC(F)(F)F 2-[5-methyl-8-[(1-methylindazol-5-yl)amino]-1-oxo-2-isoquinolyl]-N-(2,2,2-trifluoroethyl)acetamide